CC(=O)N[C@H]1[C@H]([C@@H]([C@H](OC1O)C(=O)O)O)O The molecule is a carbohydrate acid derivative that is D-mannopyranuronic acid in which the hydroxy group at position 2 is substituted by an acetamido group. It derives from a D-mannonic acid.